4-BUT-3-ENYL-5-(5-CHLOROPYRIMIDIN-2-YL)OXY-2-(TRIFLUOROMETHYL)QUINAZOLINE C(CC=C)C1=NC(=NC2=CC=CC(=C12)OC1=NC=C(C=N1)Cl)C(F)(F)F